2,7-bis{4-[(3-dimethylaminopentyl)aminomethyl]phenyl}-4-phenyl-7H-pyrrolo[2,3-d]pyrimidine oxalate C(C(=O)O)(=O)O.CN(C(CCNCC1=CC=C(C=C1)C=1N=C(C2=C(N1)N(C=C2)C2=CC=C(C=C2)CNCCC(CC)N(C)C)C2=CC=CC=C2)CC)C